[Ru](Cl)Cl.N1=C(C=CC=C1)C1=NC=CC=C1C1=NC=CC=C1 terpyridyl ruthenium dichloride